(S)-3-hydroxy-1-benzylpyrrolidine O[C@@H]1CN(CC1)CC1=CC=CC=C1